tert-butyl((5-iodopentyl)oxy)dimethylsilane C(C)(C)(C)[Si](C)(C)OCCCCCI